6-cyclopropyl-8-fluoro-2-(2-hydroxymethyl-3-(1-methyl-5-[5-(4-methyl-piperazin-1-yl)-pyridin-2-ylamino]-6-oxo-1,6-dihydro-pyridin-3-yl)-phenyl)-2H-isoquinolin-1-one C1(CC1)C=1C=C2C=CN(C(C2=C(C1)F)=O)C1=C(C(=CC=C1)C1=CN(C(C(=C1)NC1=NC=C(C=C1)N1CCN(CC1)C)=O)C)CO